The molecule is a fluorobenzoic acid carrying a fluoro substituent at position 4. It has a role as a bacterial xenobiotic metabolite. It is a conjugate acid of a 4-fluorobenzoate. C1=CC(=CC=C1C(=O)O)F